6-(2-hydroxy-2-methylpropoxy)-4-(6-(6-((6-methoxy-2-methylpyridin-3-yl)methyl)-3,6-diazabicyclo[3.1.1]heptan-3-yl)pyridin-3-yl)pyrazolo[1,5-a]pyridine-3-carbonitrile OC(COC=1C=C(C=2N(C1)N=CC2C#N)C=2C=NC(=CC2)N2CC1N(C(C2)C1)CC=1C(=NC(=CC1)OC)C)(C)C